FC1=C(C=C(C=C1)C1=NC=NC2=CC(=CC=C12)N1CCOCC1)C(O)C=1C2=C(N=CN1)SC=C2 [2-Fluoro-5-(7-morpholin-4-yl-quinazolin-4-yl)-phenyl]thieno[2,3-d]-pyrimidin-4-yl-methanol